2,3-dihydrobenzo[b]Thiepin-8-ol S1C2=C(C=CCC1)C=CC(=C2)O